ethylene isodecanoate C(CCCCCCC(C)C)(=O)O.C=C